4-hydroxy-4-methylmorpholine-4-ium O[N+]1(CCOCC1)C